4-Bromo-N-(4-(3-fluoro-6-oxo-1,6-dihydropyridin-2-yl)benzyl)-2-methylnicotinamide BrC1=CC=NC(=C1C(=O)NCC1=CC=C(C=C1)C=1NC(C=CC1F)=O)C